C1(=CC=CC=C1)S(=O)(=O)N(CC)CC benzenesulfonyl-diethylamine